C1(CC1)C1=NNC(=C1C=O)C(=O)OCC ethyl 3-cyclopropyl-4-formyl-1H-pyrazole-5-carboxylate